2-AZETIDINECARBOXYLIC ACID N1C(CC1)C(=O)O